2-Fluoro-6-(6,6a,7,8,9,10-hexahydro-5H-pyrazino[1',2':4,5]pyrazino[2,3-c]pyridazin-2-yl)phenol FC1=C(C(=CC=C1)C=1C=C2C(=NN1)NCC1N2CCNC1)O